C(CCCC)C(COCC(C[N+]1=CC2=CC=CC=C2CC1)OS(=O)(=O)O)CCCCCCCCC 3,4-dihydro-2-[3-[(2-pentylundecyl)oxy]-2-(sulfooxy)propyl]isoquinolinium